C(C)OC(=O)C=1[C@@H](C(=C(NC1C)C)C(=O)OC)C1=C(C(=CC=C1)Cl)Cl |r| (±)-2,6-dimethyl-4-(2,3-dichlorophenyl)-1,4-dihydro-3,5-pyridine-dicarboxylic acid methyl ester ethyl ester